tert-butyl-dimethyl-[4-[5-methyl-4-(4,4,5,5-tetramethyl-1,3,2-dioxaborolan-2-yl)pyrazol-1-yl]cyclohexoxy]silane C(C)(C)(C)[Si](OC1CCC(CC1)N1N=CC(=C1C)B1OC(C(O1)(C)C)(C)C)(C)C